rac-Methyl 2-(((1R,6S)-5-(6-((4-cyano-2-fluorobenzyl)oxy)pyridin-2-yl)-2,5-diazabicyclo[4.2.0]octan-2-yl)methyl)-1-((1-methyl-1H-pyrazol-3-yl)methyl)-1H-benzo[d]imidazole-6-carboxylate C(#N)C1=CC(=C(COC2=CC=CC(=N2)N2CCN([C@@H]3CC[C@H]23)CC2=NC3=C(N2CC2=NN(C=C2)C)C=C(C=C3)C(=O)OC)C=C1)F |r|